(2R)-[(tert-butoxycarbonyl)amino](4-fluorophenyl)ethanoic acid C(C)(C)(C)OC(=O)N[C@@H](C(=O)O)C1=CC=C(C=C1)F